(2R)-3-(methylamino)propane-1,2-diol CNC[C@H](CO)O